2-bromophenyl-acetylene BrC1=C(C=CC=C1)C#C